BrC1=CC(=C2C(N(C(NC2=C1)=O)CC)=O)F 7-bromo-3-ethyl-5-fluoroquinazoline-2,4(1H,3H)-dione